OC1=C(C(N(C(=C1)C)C)=O)NC(N[C@@H](CC(=O)OCC)C1=CC=C(S1)C1=CSC=C1C)=O Ethyl (S)-3-(3-(4-Hydroxy-1,6-dimethyl-2-oxo-1,2-dihydropyridin-3-yl)ureido)-3-(4'-methyl-[2,3'-bithiophen]-5-yl)propanoat